COC=1C=C(C=CC1N1N=C(C=2C=NC(=CC21)C=2C=NN1C2N=CC=C1)C)NS(=O)(=O)CCC N-(3-methoxy-4-(3-methyl-6-(pyrazolo[1,5-a]pyrimidin-3-yl)-1H-pyrazolo[4,3-c]pyridin-1-yl)phenyl)propane-1-sulfonamide